titanium (IV) Barium sulfate S(=O)(=O)([O-])[O-].[Ba+2].[Ti+4].S(=O)(=O)([O-])[O-].S(=O)(=O)([O-])[O-]